C1(CC1)C=1C=C(C=2N(C1)C=C(N2)CO)CCC#N 3-(6-cyclopropyl-2-(hydroxymethyl)imidazo[1,2-a]pyridin-8-yl)propanenitrile